5-[4-(dimethylamino)piperidin-1-yl]pyridin-2-amine CN(C1CCN(CC1)C=1C=CC(=NC1)N)C